(4-(3-fluorobenzyl)-3,4-dihydroquinoxalin-1(2H)-yl)(3-(methylamino)pyrrolidin-1-yl)methanone FC=1C=C(CN2CCN(C3=CC=CC=C23)C(=O)N2CC(CC2)NC)C=CC1